2-[5-(carboxymethyl)-2-chloro-1,3-thiazol-4-yl]-2-fluoroacetic acid C(=O)(O)CC1=C(N=C(S1)Cl)C(C(=O)O)F